rel-N-(6-Amino-5-methyl-3-pyridyl)-2-[(2R,5S)-5-methyl-2-(6-methyl-3-pyridyl)-1-piperidyl]-2-oxo-acetamide NC1=C(C=C(C=N1)NC(C(=O)N1[C@H](CC[C@@H](C1)C)C=1C=NC(=CC1)C)=O)C |o1:12,15|